(R)-9-benzyl-4-isopropyl-2-methyl-1-oxa-4,9-diazaspiro[5.5]undecan-3-one C(C1=CC=CC=C1)N1CCC2(CN(C([C@H](O2)C)=O)C(C)C)CC1